pent-1-en-3-yl benzoate C(C1=CC=CC=C1)(=O)OC(C=C)CC